N-(2-chlorophenyl)thiourea C1=CC=C(C(=C1)NC(=S)N)Cl